FC1(CN2C3=C(C(=C2CC1)C)C=C(C=N3)C(F)(F)F)F 8,8-difluoro-5-methyl-3-(trifluoromethyl)-6,7,8,9-tetrahydropyrido[3,2-b]indolizin